4-[(2,6-bis(allyloxy)phenyl)-hydrazinylidene]pyrazole-3,5-diamine C(C=C)OC1=C(C(=CC=C1)OCC=C)NN=C1C(=NN=C1N)N